NC1=NC=C(C=N1)C(=O)NC1=NC=2C(=C(C=CC2C=2N1CCN2)OCCCN2CCOCC2)OC 2-amino-N-[7-methoxy-8-(3-morpholin-4-ylpropoxy)-2,3-dihydroimidazo[1,2-c]quinazolin-5-yl]Pyrimidine-5-carboxamide